N1=CN=CC(=C1)COCC1=CC=C(C=C1)C1=CC=C(C=C1)C1(CC1)NC(OC1CCN2CCC1CC2)=O 1-Azabicyclo[3.2.2]nonan-4-yl (1-(4'-((pyrimidin-5-ylmethoxy)methyl)-[1,1'-biphenyl]-4-yl)cyclopropyl)carbamate